2,3,8-naphthalenetricarboxylic acid C1=C(C(=CC2=CC=CC(=C12)C(=O)O)C(=O)O)C(=O)O